N-((3S,4S)-3-((8-(cyclopropylmeth-yl)-6-(2,6-dichloro-3,5-dimethoxy-phenyl)pyrido[3,4-d]pyrimidin-2-yl)amino)tetrahydro-2H-pyran-4-yl)acrylamide C1(CC1)CC1=NC(=CC2=C1N=C(N=C2)N[C@@H]2COCC[C@@H]2NC(C=C)=O)C2=C(C(=CC(=C2Cl)OC)OC)Cl